6-((1H-indazol-4-yl)methyl)-4-methyl-5-oxo-5,6-dihydro-4H-thiazolo[5',4':4,5]pyrrolo[2,3-d]pyridazine-2-sulfonamide N1N=CC2=C(C=CC=C12)CN1N=CC2=C(C1=O)N(C1=C2SC(=N1)S(=O)(=O)N)C